C(#N)CC1(CCN(CC1)CC(F)(F)F)N1N=C(C(=C1)C(=O)N)NC(=O)C1C(C1)C1CC1 1-[4-(cyanomethyl)-1-(2,2,2-trifluoroethyl)-4-piperidyl]-3-[(2-cyclopropylcyclopropanecarbonyl)amino]pyrazole-4-carboxamide